(2S,4R)-1-[(2S)-2-[5-(4-ethynylpiperidin-1-yl)pentanamido]-3,3-dimethylbutanoyl]-4-hydroxy-N-{[4-(4-methyl-1,3-thiazol-5-yl)phenyl]methyl}pyrrolidine-2-carboxamide C(#C)C1CCN(CC1)CCCCC(=O)N[C@H](C(=O)N1[C@@H](C[C@H](C1)O)C(=O)NCC1=CC=C(C=C1)C1=C(N=CS1)C)C(C)(C)C